NC1=NC2=CC=C(C=C2C(=N1)N)C(C)=O 2,4-diamino-6-acetylquinazoline